ClC1=C2NC(C=3N(C2=C(C(=C1)C1=C2C=CN(C2=CC(=C1)F)S(=O)(=O)C)C)C(=NN3)C)(C)C 6-Chloro-8-(6-fluoro-1-methylsulfonyl-1H-indol-4-yl)-1,4,4,9-tetramethyl-5H-[1,2,4]triazolo[4,3-a]quinoxaline